2-methanesulfonyl-8-methyl-5-[2-(trimethylsilyl)ethynyl]pyrido[2,3-d]pyrimidin-7-one CS(=O)(=O)C=1N=CC2=C(N1)N(C(C=C2C#C[Si](C)(C)C)=O)C